3-nitro-2-phenyl-2H-chromene [N+](=O)([O-])C=1C(OC2=CC=CC=C2C1)C1=CC=CC=C1